3-(4-(5-((4-((4-(acetamidomethyl)piperidin-1-yl)methyl)-6-(3,5-dichlorophenyl)pyridin-2-yl)oxy)pyridine-2-yl)piperazin-1-yl)propanoic acid C(C)(=O)NCC1CCN(CC1)CC1=CC(=NC(=C1)C1=CC(=CC(=C1)Cl)Cl)OC=1C=CC(=NC1)N1CCN(CC1)CCC(=O)O